4-[1-(Benzenesulfonyl)pyrrolo[2,3-b]pyridin-4-yl]-3-ethyl-aniline C1(=CC=CC=C1)S(=O)(=O)N1C=CC=2C1=NC=CC2C2=C(C=C(N)C=C2)CC